ethyl 5-(5-bromo-2-(trifluoromethoxy)phenyl)oxazole-2-carboxylate BrC=1C=CC(=C(C1)C1=CN=C(O1)C(=O)OCC)OC(F)(F)F